N-[(1-ethyl-2-pyrrolidinyl)methyl]-5-(ethylsulfonyl)-o-anisamide C(C)N1C(CCC1)CNC(C=1C(=CC=C(C1)S(=O)(=O)CC)OC)=O